4-((4-((3-hydroxyoxepan-4-yl)oxy)-5-(trifluoromethyl)pyrimidin-2-yl)amino)-N-(methyl-d3)benzenesulfonamide OC1COCCCC1OC1=NC(=NC=C1C(F)(F)F)NC1=CC=C(C=C1)S(=O)(=O)NC([2H])([2H])[2H]